dimethyl-2,6-diaminopurine CC1(N=C2N=C(N=C(C2=N1)N)N)C